3-bromo-6-methyl-2-(trifluoromethyl)pyridine BrC=1C(=NC(=CC1)C)C(F)(F)F